N-(4-cyanobicyclo[2.2.2]oct-1-yl)-2-((N,N-dimethylsulfamoyl)amino)-4-(trifluoromethyl)benzamide C(#N)C12CCC(CC1)(CC2)NC(C2=C(C=C(C=C2)C(F)(F)F)NS(N(C)C)(=O)=O)=O